OC1CCC2=CC=CC=C12 1-hydroxy-indan